O=C(CCC(CNC(OC(C)(C)C)=O)C(F)(F)F)C1=CC=CC=C1 tert-butyl N-[5-oxo-5-phenyl-2-(trifluoromethyl)Pentyl]carbamate